OC1CCC(NC1)C(=O)O 5-hydroxypipecolic acid